5-chloro-5',5'-dimethyl-2-oxospiro[indoline-3,2'-[1,3]dioxane]-6-carboxylic acid methyl ester COC(=O)C1=C(C=C2C(=C1)NC(C21OCC(CO1)(C)C)=O)Cl